methyl (4R)-4-methyl-1,2,3,4-tetrahydroisoquinoline-7-carboxylate hydrochloride Cl.C[C@H]1CNCC2=CC(=CC=C12)C(=O)OC